C(CC)(=O)NC1=C(C=CC(=C1)C(=O)O)C1=CC=CC=C1 propionamido-[1,1'-biphenyl]-4-carboxylic acid